FC(F)(F)C1=C(C=CC=C1)C(C(=O)N1C(OC(C1)([2H])[2H])=O)=C 3-(2-(trifluoromethylphenyl)acryloyl)oxazolidine-2-one-5,5-d2